iso-propyl-1,4-dimethyl-8-phenyl-dihydroazulenid C(C)(C)C1[C-](C2=C(C=CC=C(C2C1)C)C1=CC=CC=C1)C